OCCOC1=C(C=C(C=C1)N)N 1-beta-hydroxyethyloxy-2,4-diamino-benzene